1-octyl-1-methylpyrrolium chloride [Cl-].C(CCCCCCC)[N+]1(C=CC=C1)C